C(=O)O.ClC1=NC(=CC(=C1)C1=C(N=C(S1)NC(=O)N1C[C@@H](NCC1)C(C)(C)O)C1=CC(=CC=C1)C#N)C (3R)-N-[5-(2-chloro-6-methyl-4-pyridyl)-4-(3-cyanophenyl)thiazol-2-yl]-3-(1-hydroxy-1-methyl-ethyl)piperazine-1-carboxamide formate